FC(OC=1C=C(C=CC1)C(C)N)(F)F 1-(3-(trifluoromethoxy)phenyl)ethan-1-amine